FC1=C(C(=C(C=C1F)C(C)=O)O)[N+](=O)[O-] 1-(4,5-difluoro-2-hydroxy-3-nitrophenyl)ethan-1-one